COCCN1C(=NC2=C1C=CC=C2)C(=O)O 1-(2-methoxyethyl)-1H-benzo[d]imidazole-carboxylic acid